CC1(CCN2C1=NC=1C(=CC(=CC1C2=O)C)[C@@H](C)NC2=C(C(=O)O)C=CC=C2)CC2=CC=C(C=C2)C(F)(F)F 2-(((1R)-1-(3,7-dimethyl-9-oxo-3-(4-(trifluoromethyl)benzyl)-1,2,3,9-tetrahydropyrrolo[2,1-b]quinazolin-5-yl)ethyl)amino)benzoic acid